ClC1=CC=C(CNC(=O)[C@H]2N(CCN(C2)C=2C=3C(N=CN2)=NN(C3)C3=CC=C(C=C3)C)C)C=C1 (S)-N-(4-chlorobenzyl)-1-methyl-4-(2-(p-tolyl)-2H-pyrazolo[3,4-d]pyrimidin-4-yl)piperazine-2-carboxamide